C(C)(=O)OC1=C(C=CC=C1)C(=O)N1CCN(CC1)S(=O)(=O)C1=CC=C(C=C1)OC(F)(F)F 2-(4-((4-(trifluoromethoxy)phenyl)sulfonyl)piperazine-1-carbonyl)phenyl acetate